CC=1C(=CC(=NC1)NC=1C=NC=CC1)N1C=C(C=C1)C(=O)N 1-(5-methyl-2-(pyridin-3-ylamino)pyridin-4-yl)-1H-pyrrole-3-carboxamide